ClC=1C=C(C=C(C1)NS(=O)(=O)C)NC(=O)C1=CN(C(=C1)C1=NC=C(C=C1OCC=1C=NC=C(C1)F)F)C N-(3-chloro-5-methanesulfonamidophenyl)-5-{5-fluoro-3-[(5-fluoropyridin-3-yl)methoxy]pyridin-2-yl}-1-methyl-1H-pyrrole-3-carboxamide